C(C)(C)(C)OC(=O)N1CC(O[C@H]([C@H]1CN1C(C2=CC=CC=C2C1=O)=O)C)(F)F.CC=1OC(=CC1)C 2,5-Dimethyl-furan tertbutyl-(5R,6S)-5-((1,3-dioxoisoindolin-2-yl)methyl)-2,2-difluoro-6-methylmorpholine-4-carboxylate